N1=CC(=C2COCCN21)C2=CN1C(S2)=C(C=N1)C(=O)NC=1C(=NC=C(C1)C(NCCN1CC(C1)(C)C)=O)C 2-(6,7-dihydro-4H-pyrazolo[5,1-c][1,4]oxazin-3-yl)-N-(5-((2-(3,3-dimethylazetidin-1-yl)ethyl)carbamoyl)-2-methylpyridin-3-yl)pyrazolo[5,1-b]thiazole-7-carboxamide